2,4-bis(2,4-dimethyl-phenyl)-6-(2-hydroxy-4-hexyloxy-5-α-cumyl-phenyl)-s-triazine CC1=C(C=CC(=C1)C)C1=NC(=NC(=N1)C1=C(C=C(C=C1)C)C)C1=C(C=C(C(=C1)C(C)(C)C1=CC=CC=C1)OCCCCCC)O